2-{3-(6-(9,9-dimethylfluoren-2-yl)dibenzothiophene-4-yl)phenyl}-4,6-diphenyl-1,3,5-triazine CC1(C2=CC=CC=C2C=2C=CC(=CC12)C1=CC=CC=2C3=C(SC21)C(=CC=C3)C=3C=C(C=CC3)C3=NC(=NC(=N3)C3=CC=CC=C3)C3=CC=CC=C3)C